(2R,4R)-6-chloro-4-hydroxy-N-[4-(5-methoxy-2H-indazol-2-yl)bicyclo[2.1.1]hexan-1-yl]-3,4-dihydro-2H-1-benzopyran-2-carboxamide ClC=1C=CC2=C([C@@H](C[C@@H](O2)C(=O)NC23CCC(C2)(C3)N3N=C2C=CC(=CC2=C3)OC)O)C1